1-stearoyl-2-oleoyl-sn-glycerol C(CCCCCCCCCCCCCCCCC)(=O)OC[C@@H](OC(CCCCCCC\C=C/CCCCCCCC)=O)CO